ethyl 3-[4-[2-[5-[(6,7-difluoro-4-methylsulfonyl-1H-indol-5-yl)oxy]-2-fluoro-phenyl]-1-methyl-imidazol-4-yl]-4-methyl-chroman-8-yl]propanoate FC1=C(C(=C2C=CNC2=C1F)S(=O)(=O)C)OC=1C=CC(=C(C1)C=1N(C=C(N1)C1(CCOC2=C(C=CC=C12)CCC(=O)OCC)C)C)F